FC1(OC2=C(O1)C=CC=C2N2[C@H](CCC2)C(=O)OC)F methyl (2,2-difluorobenzo[d][1,3]dioxol-4-yl)-D-prolinate